CC(C)(C)OC(=O)N1CC(CC1)C1=CC=C(N=N1)C(=O)OC methyl 6-(1-{[(2-methylprop-2-yl)oxy]carbonyl}tetrahydro-1H-pyrrol-3-yl)-1,2-diazine-3-carboxylate